(E)-1,3-diethyl-8-(2-(6-methoxypyridin-3-yl)vinyl)-1H-purine C(C)N1CN(C2=NC(=NC2=C1)\C=C\C=1C=NC(=CC1)OC)CC